4-(3-(trans-4-(3-bromopropoxy)cyclohexyl)-4,4-dimethyl-5-oxo-2-thioxoimidazolidin-1-yl)-2-(trifluoromethyl)benzonitrile BrCCCO[C@@H]1CC[C@H](CC1)N1C(N(C(C1(C)C)=O)C1=CC(=C(C#N)C=C1)C(F)(F)F)=S